C(C=C)(=O)N1CCC(CC1)OC=1C(=CC=2C3=C(N(C(N(C13)C)=O)C1=CC(=CC=C1)C#C)N=CN2)OC 9-((1-acryloylpiperidin-4-yl)oxy)-3-(3-ethynylphenyl)-8-methoxy-1-methyl-1H-pyrimido[4,5,6-de]quinazolin-2(3H)-one